C(C(C)C)OC(C1=C(C(=CC(=C1)C(C)(C)C)C)C(C1=CC=CC=C1)N(C(=O)OCC(C)C)CC(C)C)=O.COC1=CC=C(C=C1)S(=O)(=O)N1C2=C(SCC1)C(=CN=C2)C=2SC=CC2 4-((4-Methoxyphenyl)sulfonyl)-8-(thiophen-2-yl)-3,4-dihydro-2H-pyrido[4,3-b][1,4]thiazine isobutyl-5-(tert-butyl)-2-((isobutyl(isobutoxycarbonyl)amino)(phenyl)methyl)-3-methylbenzoate